octane-2-Carboxylic acid methyl ester COC(=O)C(C)CCCCCC